4-fluoro-N-[(S)-[3-fluoro-4-(1-methylcyclopropyl)phenyl](phenyl)methyl]pyrrolidine-2-carboxamide FC1CC(NC1)C(=O)N[C@@H](C1=CC=CC=C1)C1=CC(=C(C=C1)C1(CC1)C)F